BrC1=C(C=C2C=NNC2=C1)N 6-bromo-1H-indazol-5-amine